ethyl 4-(2-(benzyloxy)-5-chlorophenyl)-2,4-dioxobutanoate C(C1=CC=CC=C1)OC1=C(C=C(C=C1)Cl)C(CC(C(=O)OCC)=O)=O